C(C)(C)(C)OC(=O)N1C(C(C2=CC=CC=C12)(C)C)C(=O)O 1-tert-butoxycarbonyl-3,3-dimethyl-indoline-2-carboxylic acid